C(CCC)N1C2=CC=CC=C2C=2C=C(N=C(C12)C)C(=O)NCCO 9-butyl-1-methyl-N-(2-hydroxy)ethyl-beta-carboline-3-carboxamide